C(CCCCCCC)C1(C(C(C1O)(CCCCCCCC)CCCCCCCC)O)CCCCCCCC 2,2,4,4-tetra-n-octylcyclobutane-1,3-diol